2,4-dihydroxy-5-methyl-benzaldehyde OC1=C(C=O)C=C(C(=C1)O)C